1-(2-Chlorophenyl)-4-(((S,S)-2-fluorocyclopropyl)amino)-7-(trifluoromethoxy)quinazolin-2(1H)-one ClC1=C(C=CC=C1)N1C(N=C(C2=CC=C(C=C12)OC(F)(F)F)N[C@@H]1[C@H](C1)F)=O